COC=1C=C2C(=NC(=NC2=CC1OC)C)N[C@H](C)C=1C=C(C=CC1)C1=C(C=CC=C1)NC(C)=O N-(3'-{(1R)-1-[(6,7-dimethoxy-2-methylquinazolin-4-yl)amino]-ethyl}biphenyl-2-yl)acetamide